N1=C(C=CC2=NC=CC=C12)NC(=O)NC1=CC=CC=C1 1-(1,5-naphthyridin-2-yl)-3-phenylurea